C1(CCC=2C1=CC=1CC3=CC=CC=C3C1C2)=O 3,9-dihydro-cyclopenta[b]fluoren-1(2H)-one